4-[6-[3-[3-(methoxymethyl)phenyl]-1H-pyrazol-4-yl]-1,5-naphthyridin-3-yl]-N,N-dimethyl-cyclohex-3-en-1-amine COCC=1C=C(C=CC1)C1=NNC=C1C=1N=C2C=C(C=NC2=CC1)C1=CCC(CC1)N(C)C